(2-isopropylphenyl)-N-(4-(1-methyl-4-(trifluoromethyl)-1H-imidazol-2-yl)benzyl)-5-nitropyrimidin-4-amine C(C)(C)C1=C(C=CC=C1)C1=NC=C(C(=N1)NCC1=CC=C(C=C1)C=1N(C=C(N1)C(F)(F)F)C)[N+](=O)[O-]